2-(3,4-dichloro-6-oxopyridazin-1(6H)-yl)-N-(2,2-difluorobenzo[d][1,3]dioxol-5-yl)-N-ethylacetamide ClC1=NN(C(C=C1Cl)=O)CC(=O)N(CC)C1=CC2=C(OC(O2)(F)F)C=C1